(1S,4S)-tert-Butyl 5-(4-((3-chloro-4-(2,2-difluoroethoxy)phenyl)amino)pyrido[3,2-d]pyrimidin-6-yl)-2,5-diazabicyclo[2.2.1]heptane-2-carboxylate ClC=1C=C(C=CC1OCC(F)F)NC=1C2=C(N=CN1)C=CC(=N2)N2[C@@H]1CN([C@H](C2)C1)C(=O)OC(C)(C)C